6-chloro-4-methylheptyl butoxymethyl ether C(CCC)OCOCCCC(CC(C)Cl)C